6,9-difluoro-11,16,17-trihydroxy-17-(2-hydroxyacetyl)-10,13-dimethyl-6,7,8,9,10,11,12,13,14,15,16,17-dodecahydro-3H-cyclopenta[a]phenanthren-3-one FC1C2=CC(C=CC2(C2(C(CC3(C(C(CC3C2C1)O)(C(CO)=O)O)C)O)F)C)=O